C(C(C)C)C(C#N)(C(C)(C)CC(C)C)C 2,3-diisobutyl-2,3-dimethylbutyronitrile